N1(CCOCC1)NC(=O)C1=NN(C(=C1C)C1=CC=C(C=C1)C#CCCCF)C1=C(C=C(C=C1)Cl)Cl 1-(2,4-Dichloro-phenyl)-5-[4-(5-fluoro-pent-1-ynyl)-phenyl]-4-methyl-1H-pyrazole-3-carboxylic acid morpholin-4-ylamide